8-Amino-6-fluoro-2-hydroxy-2-(2-hydroxyethyl)-5-methyl-3,4-dihydronaphthalen-1(2H)-one NC=1C=C(C(=C2CCC(C(C12)=O)(CCO)O)C)F